N-{2-[3-(carbamoylamino)phenyl]propan-2-yl}-1-[(4-fluorophenyl)methyl]-1H-indazole-3-carboxamide C(N)(=O)NC=1C=C(C=CC1)C(C)(C)NC(=O)C1=NN(C2=CC=CC=C12)CC1=CC=C(C=C1)F